methyl 4-amino-1-(2-fluorobenzyl)-5-vinyl-1H-pyrazole-3-carboxylate NC=1C(=NN(C1C=C)CC1=C(C=CC=C1)F)C(=O)OC